COC=1C=C(CN(C2=CC=C(C=C2)COCCOCC2=CC(=CC=C2)OC)CC2=CC(=CC=C2)N2CCN(CC2)C)C=CC1 N-(3-methoxybenzyl)-4-((2-(3-methoxybenzyloxy)ethoxy)methyl)-N-(3-(4-methylpiperazin-1-yl)benzyl)aniline